2'-(trifluoromethyl)-4',5'-dihydrospiro[piperidine-4,7'-thieno[2,3-c]pyran]-5-13C FC(C1=CC2=C(C3(OCC2)CCNC[13CH2]3)S1)(F)F